The molecule is an O-acyl carbohydrate consisting of beta-D-glucose carrying a O-trans-cinnamoyl group at the anomeric position. It derives from a beta-D-glucose and a trans-cinnamic acid. C1=CC=C(C=C1)/C=C/C(=O)O[C@H]2[C@@H]([C@H]([C@@H]([C@H](O2)CO)O)O)O